C(C)(C)(C)C=1C=C(CSCC(=O)O)C=C(C1O)C(C)(C)C 2-(3,5-di-tert-butyl-4-hydroxybenzylthio)acetic acid